[2-[3-[3-(2,6-dioxo-3-piperidyl)-2-oxo-1,3-benzoxazol-7-yl]propoxy]ethyl]carbamate O=C1NC(CCC1N1C(OC2=C1C=CC=C2CCCOCCNC([O-])=O)=O)=O